N-(6-((3,4-Difluorophenoxy)methyl)-2,3-dihydrobenzofuran-4-yl)-1-methyl-5-oxopyrrolidine-2-carboxamide FC=1C=C(OCC2=CC3=C(CCO3)C(=C2)NC(=O)C2N(C(CC2)=O)C)C=CC1F